C1(CC1)OC(=O)NC(C(=O)O)CCN(CCCCC1=NC=2NCCCC2C=C1)CCOC1=CC=CC=C1 2-(cyclopropoxycarbonylamino)-4-[2-phenoxyethyl-[4-(5,6,7,8-tetrahydro-1,8-naphthyridin-2-yl)butyl]amino]butanoic acid